C1(CC1)C1=C(C(=NO1)C1=C(C=CC=C1Cl)Cl)COC1C2C(N(C(C1)C2)C=2C=CC(=NC2)C(=O)NS(=O)(=O)C2CCOCC2)C 5-(5-[[5-cyclopropyl-3-(2,6-dichlorophenyl)-1,2-oxazol-4-yl]methoxy]-3-methyl-2-azabicyclo[2.2.1]heptan-2-yl)-N-(oxane-4-sulfonyl)pyridine-2-carboxamide